(2S)-2-[(3S,8aR)-3-(4-butylamino)-1,4-dioxohexahydropyrrolo[1,2-a]pyrazin-2(1H)-yl]-4-phenylbutyric acid CCCCN[C@H]1N(C([C@@H]2N(C1=O)CCC2)=O)[C@H](C(=O)O)CCC2=CC=CC=C2